C1(CC1)C=1SC(=CN1)C=1C=C(C=CC1)N(C(=O)[C@@H]1CC[C@H](CC1)NC(CNC)=O)C[C@@H]1CC[C@H](CC1)C1=CC(=C(C=C1)OC)C trans-N-{3-(2-Cyclopropylthiazol-5-yl)phenyl}-N-((trans-4-(4-methoxy-3-methylphenyl)cyclohexyl)methyl)-4-(2-(methylamino)acetamido)cyclohexanecarboxamide